C(C)OC(=C)C1=CC=C(N=N1)C=1C(=CC=CC1)OC 3-(6-(1-ethoxyvinyl)pyridazin-3-yl)-2-methoxybenzene